CN(C(/C=C/CC[C@@H](C(=O)NC=1C(N(C=CC1)CC1=NC2=C(N1C(=O)OC(C)(C)C)C=C(C(=C2OC2=CC=CC=C2)F)F)=O)NC(=O)OC)=O)C tert-butyl (S,E)-2-((3-(7-(dimethylamino)-2-((methoxycarbonyl)amino)-7-oxohept-5-enamido)-2-oxopyridin-1(2H)-yl)methyl)-5,6-difluoro-4-phenoxy-1H-benzo[d]imidazole-1-carboxylate